C(CCCCCCCCCCCCCCCCCCCCCCCCCC)Cl heptacosyl chloride